n-Hexadecyltriethoxysilane CCCCCCCCCCCCCCCC[Si](OCC)(OCC)OCC